Pyridine-2-thione N1C(C=CC=C1)=S